C1(CC1)CN1CC2=C(N=C(N(C2=O)CC2=CC=C(C=C2)C(F)(F)F)C)CC1 6-(cyclopropylmethyl)2-methyl-3-(4-(trifluoromethyl)benzyl)-5,6,7,8-tetrahydropyrido[4,3-d]pyrimidin-4(3h)-one